ClC1=C(C=CC=C1C1=C(C(=NC=C1)C1=CC(=C(C(=C1)OC)C=O)F)Cl)C1=CC=C(C(=N1)OC)C=O 6-[2-Chloro-3-[3-chloro-2-(3-fluoro-4-formyl-5-methoxy-phenyl)-4-pyridyl]phenyl]-2-methoxy-pyridine-3-carbaldehyde